Acetylneuraminic Acid Sodium [Na].C(C)(=O)C1C(C(O)=O)(O)O[C@H]([C@@H]([C@H]1O)N)[C@H](O)[C@H](O)CO